tert-butyl ((4-(hydroxymethyl)piperidin-1-yl)sulfonyl)carbamate OCC1CCN(CC1)S(=O)(=O)NC(OC(C)(C)C)=O